FC=1C=C(NC(C)C=2C=C(C=C3C(C=C(OC23)N2CCOCC2)=O)CC(=O)OC)C=C(C1)F methyl 2-[8-[1-(3,5-difluoroanilino) ethyl]-2-morpholino-4-oxo-chromen-6-yl]acetate